3-(4-((2-cyclopropylethyl)((1r,4r)-4-(3-(trifluoromethyl)azetidin-1-yl)cyclohexyl)amino)-1-oxoisoindolin-2-yl)piperidine-2,6-dione C1(CC1)CCN(C1=C2CN(C(C2=CC=C1)=O)C1C(NC(CC1)=O)=O)C1CCC(CC1)N1CC(C1)C(F)(F)F